OC(CNCCCCCCCC(=O)OC(CCCCCCCC)CCCCCCCC)CO heptadecan-9-yl 8-((2,3-dihydroxypropyl)amino)octanoate